C(C)(C)(C)OC(=O)N1C(CC(C=C1)=O)C1=CC=CC=C1.N[C@@H]1[C@@H](N(CC1)C(=O)N1CCC1)CC=1C=C(C=CC1)C1=CC=CC=C1 ((2S,3S)-3-amino-2-([biphenyl]-3-ylmethyl)pyrrolidin-1-yl)(azetidin-1-yl)methanone tert-butyl-4-oxo-2-phenyl-2,3-dihydropyridine-1-carboxylate